N-[(1S,2R)-2-[4-bromo-2-(methylcarbamoyl)-6-nitro-phenoxy]cyclohexyl]isoquinoline-4-carboxamide BrC1=CC(=C(O[C@H]2[C@H](CCCC2)NC(=O)C2=CN=CC3=CC=CC=C23)C(=C1)[N+](=O)[O-])C(NC)=O